FC1(CCC(CC1)NC(C1=CN=CC=C1)=O)F N-(4,4-difluorocyclohexyl)nicotinamide